O[C@H]1[C@H](O[C@@]2([C@@H](CCO2)NC(C(C2=CC=CC=C2)(F)F)=O)[C@@H]([C@H]1N1N=NC(=C1)C1=CC(=C(C(=C1)F)F)F)O)CO ((4r,5s,7r,8r,9s,10r)-8,10-dihydroxy-7-(hydroxymethyl)-9-(4-(3,4,5-trifluorophenyl)-1H-1,2,3-triazol-1-yl)-1,6-dioxaspiro[4.5]dec-4-yl)-2,2-difluoro-2-phenylacetamide